(1s,2r,5r)-8-(2-(dimethylamino)-2-oxoethyl)-3-((6-(4-fluorophenoxy)pyridin-3-yl)sulfonyl)-N-((tetrahydro-2H-pyran-2-yl)oxy)-3,8-diazabicyclo[3.2.1]octane-2-carboxamide CN(C(CN1[C@@H]2[C@@H](N(C[C@H]1CC2)S(=O)(=O)C=2C=NC(=CC2)OC2=CC=C(C=C2)F)C(=O)NOC2OCCCC2)=O)C